4-[3-aminopyrrolidin-1-yl]-6-cyano-5-(3,5-difluorophenyl)-N-[(2S)-1,1,1-trifluoropropan-2-yl]pyridine-3-carboxamide dihydrochloride Cl.Cl.NC1CN(CC1)C1=C(C=NC(=C1C1=CC(=CC(=C1)F)F)C#N)C(=O)N[C@H](C(F)(F)F)C